(E)-N'-(3-bromo-7-chloro-1,6-naphthyridin-2-yl)-N-hydroxymethanimidamide BrC=1C(=NC2=CC(=NC=C2C1)Cl)/N=C/NO